C(C)(C)OC=1C=CC(=NC1)C1CN(C1)C(C[C@H]1CN(CC1)C#N)=O (S)-3-(2-(3-(5-isopropoxypyridin-2-yl)azetidin-1-yl)-2-oxoethyl)pyrrolidine-1-carbonitrile